ClC1=C2C(=NC=C1C(F)(F)F)N(C=C2)COCC[Si](C)(C)C 4-chloro-5-(trifluoromethyl)-1-((2-(trimethylsilyl)ethoxy)methyl)-1H-pyrrolo[2,3-b]pyridine